N1=C(NC2=C1C=CC=C2)S Benzo[d]imidazole-2-thiol